BrC=1C=C(C=2N(C1)N=CC2F)OCC2C1CN(CC2C1)C(=O)OC(C)(C)C tert-butyl 6-(((6-bromo-3-fluoropyrazolo[1,5-a]pyridin-4-yl)oxy)methyl)-3-azabicyclo[3.1.1]heptane-3-carboxylate